(2-amino-4-bromophenyl)-L-glutamic acid di-tert-butyl ester C(C)(C)(C)OC([C@@H](NC1=C(C=C(C=C1)Br)N)CCC(=O)OC(C)(C)C)=O